2-chloro-5-methoxy-N-((1-(1-methyl-4-(trifluoromethyl)-1H-imidazol-2-yl)-2-oxabicyclo[2.2.2]octan-4-yl)methyl)pyrimidin-4-amine ClC1=NC=C(C(=N1)NCC12COC(CC1)(CC2)C=2N(C=C(N2)C(F)(F)F)C)OC